C[C@H]1CN(CC[C@@H]1NC(=O)C1=CC(=CC=2N(C=NC21)CC(F)(F)F)C#CCNC=2C(OC)=CC=C(C2)S(=O)(=O)C)C2CCC(CC2)C#N N-{(3S,4S)-3-methyl-1-[(1r,4S)-4-cyanocyclohexyl]-4-piperidyl}-6-[3-(4-mesyl-2-anisidino)-1-propynyl]-1-(2,2,2-trifluoroethyl)-1H-1,3-benzimidazole-4-carboxamide